C(CCCCCCCC)OCOCC\C=C/CC[Mg]Cl (3Z)-6-(nonoxymethoxy)-3-hexenyl-magnesium chloride